(5S,8S)-N-(2-chloro-6-fluoro-3-methylbenzyl)-5-fluoro-8-hydroxy-5,6,7,8-tetrahydroquinoline-5-carboxamide ClC1=C(CNC(=O)[C@]2(C=3C=CC=NC3[C@H](CC2)O)F)C(=CC=C1C)F